S(CCC(=O)OCCCCCCCCCCCCCC)CCC(=O)OCCCCCCCCCCCCCC ditetradecyl 3,3'-thiodipropionate